4-(7H-pyrrolo[2,3-d]pyrimidin-4-yl)-6-(1-(tetrahydro-2H-pyran-2-yl)-1H-imidazol-5-yl)-3,4-dihydro-2H-1,4-thiazine N1=CN=C(C2=C1NC=C2)N2CCSC(=C2)C2=CN=CN2C2OCCCC2